t-butyl [4-bromo-2-(hydroxymethyl)phenoxy]acetate BrC1=CC(=C(OCC(=O)OC(C)(C)C)C=C1)CO